Cl.C1(=CC=CC2=CC=CC=C12)[C@@H](C)NCCCC1=CC(=CC=C1)C(F)(F)F N-[(1R)-1-naphthalen-1-ylethyl]-3-[3-(trifluoromethyl)phenyl]propan-1-amine hydrochloride